2-fluoro-6-[3-[[1-(trifluoromethyl)cyclopropyl]methoxy]pyrazol-1-yl]pyridine FC1=NC(=CC=C1)N1N=C(C=C1)OCC1(CC1)C(F)(F)F